NC1=C2C(=C3C(=N1)C=C(N3)C(=O)N([C@H]3CO[C@H](C1=CC(=CC=C31)C(F)(F)F)C)C)COC2 5-amino-N-methyl-N-((1S,4R)-1-methyl-7-(trifluoromethyl)isochroman-4-yl)-6,8-dihydro-1H-furo[3,4-d]pyrrolo[3,2-b]pyridine-2-carboxamide